(S)-1-(3-(difluoromethyl)-4-fluorophenyl)-5,5-difluoro-3-((trifluoromethyl)sulfonyl)-1,4,5,6-tetrahydro-cyclopenta[b]pyrrol-4-ol FC(C=1C=C(C=CC1F)N1C2=C(C(=C1)S(=O)(=O)C(F)(F)F)[C@@H](C(C2)(F)F)O)F